tri-neopentyl-phosphine C(C(C)(C)C)P(CC(C)(C)C)CC(C)(C)C